[In].[Sb].[Ag].[Sn] tin-silver-antimony-indium